BrC1=C(C=C(OC2CC(C2)NC([O-])=O)C=C1)C ((1r,3r)-3-(4-bromo-3-methylphenoxy)cyclobutyl)carbamate